N1C=CC=2C1=NC=C(C2)S(=O)(=O)N2CCC1(C[C@H](CO1)NC[C@@H](COC=1C=C(C=CC1)S(=O)(=O)NC)O)CC2 3-((S)-3-((R)-8-(1H-pyrrolo[2,3-b]pyridin-5-ylsulfonyl)-1-oxa-8-azaspiro[4.5]dec-3-ylamino)-2-hydroxypropoxyl)-N-methylbenzenesulfonamide